6-chloro-9-(3-chloro-benzyl)-N-methyl-9H-purin-2-amine ClC1=C2N=CN(C2=NC(=N1)NC)CC1=CC(=CC=C1)Cl